(R)-N-(1-Cyanocyclopropyl)-9-(5-(di-fluoromethyl)-1,3,4-thiadiazol-2-yl)-4-(1-(2-hydroxypropanoyl)piperidin-4-yl)-9H-pyrimido[4,5-b]indole-7-sulfonamide C(#N)C1(CC1)NS(=O)(=O)C1=CC=C2C3=C(N(C2=C1)C=1SC(=NN1)C(F)F)N=CN=C3C3CCN(CC3)C([C@@H](C)O)=O